1-[3-(2,6-dioxo-3-piperidyl)phenyl]piperidine-4-carbaldehyde O=C1NC(CCC1C=1C=C(C=CC1)N1CCC(CC1)C=O)=O